2-((5-bromo-2,3-dihydro-1H-inden-2-yl)amino)pyrimidine-5-carboxylic acid methyl ester COC(=O)C=1C=NC(=NC1)NC1CC2=CC=C(C=C2C1)Br